CN1N=C(C2=CC=C(C=C12)N1CC(C1)N1CCNCC1)C1C(NC(CC1)=O)=O 3-(1-methyl-6-(3-(piperazin-1-yl)azetidin-1-yl)-1H-indazol-3-yl)piperidine-2,6-dione